NC1CN(CCC1)C=1N=C(C2=C(N1)CN(CC2)C(=O)C2(CC2)C(F)(F)F)C2=CNC1=CC=CC=C21 (2-(3-aminopiperidin-1-yl)-4-(1H-indol-3-yl)-5,8-dihydropyrido[3,4-d]pyrimidin-7(6H)-yl)(1-(trifluoromethyl)cyclopropyl)methanone